Cl.C(C)N1N=CC=2C1=CN=C(C2)[C@@H](C)NC(CC2=CC=C(C=C2)C(C)C)=O (R)-N-(1-(1-ethyl-1H-pyrazolo[3,4-c]pyridin-5-yl)ethyl)-2-(4-isopropylphenyl)acetamide hydrochloride